2-nitro-suberic acid [N+](=O)([O-])C(C(=O)O)CCCCCC(=O)O